ethyl (2R)-2-{[(1,2,3,5,6,7-hexahydro-s-indacen-4-yl) carbamoyl] oxy}-3-methoxypropionate C1CCC2=C(C=3CCCC3C=C12)NC(=O)O[C@@H](C(=O)OCC)COC